F[C@H]1CN(CC[C@H]1OC=1C=NC(=CC1)OC)C1=NC(=NC=C1C)C 4-((3S,4R)-3-fluoro-4-((6-methoxypyridin-3-yl)oxy)piperidin-1-yl)-2,5-dimethylpyrimidine